O=C1N(C(C2=CC=CC=C12)=O)C[B-](F)(F)F [(1,3-dioxo-2,3-dihydro-1H-isoindol-2-yl)methyl]trifluoroboranuide